(S)-N-(3-(1-Acetyl-2-methyl-1,2,3,4-tetrahydroquinolin-6-yl)benzyl)-2-(6-(2-aminopyrimidin-5-yl)-8-morpholinoimidazo[1,2-a]pyrazin-2-yl)acetamide C(C)(=O)N1[C@H](CCC2=CC(=CC=C12)C=1C=C(CNC(CC=2N=C3N(C=C(N=C3N3CCOCC3)C=3C=NC(=NC3)N)C2)=O)C=CC1)C